OC1=C(C=CC=C1)C1=CC(=CN=N1)N1CCC(CC1)(C1=CC=CC=C1)CN(C1CCN(CC1)C(CN1CCC(CC1)C1=CC=C(C=C1)[C@@H]1C(NC(CC1)=O)=O)=O)C |r| RAC-(R)-3-(4-(1-(2-(4-(((1-(6-(2-HYDROXYPHENYL)PYRIDAZIN-4-YL)-4-PHENYLPIPERIDIN-4-YL)METHYL)(METHYL)AMINO)PIPERIDIN-1-YL)-2-OXOETHYL)PIPERIDIN-4-YL)PHENYL)PIPERIDINE-2,6-DIONE